Imidazolium-sulfonate N1C(=[NH+]C=C1)S(=O)(=O)[O-]